N-{2-chloro-6-[4-(propan-2-yl)piperazin-1-yl]phenyl}-4-(5-Cyclopropyl-1,2,4-oxadiazol-3-yl)-4-ethylpiperidine-1-carboxamide ClC1=C(C(=CC=C1)N1CCN(CC1)C(C)C)NC(=O)N1CCC(CC1)(CC)C1=NOC(=N1)C1CC1